C(=O)(OC(C)(C)C)NCCCCCC(=O)O 6-(boc-amino)caproic acid